2-(tert-butylaminoethyl)acrylamide tert-butyl-((3S,5S)-1-(2,7-dichloro-8-fluoropyrido[4,3-d]pyrimidin-4-yl)-5-hydroxypiperidin-3-yl)carbamate C(C)(C)(C)N(C(O)=O)[C@@H]1CN(C[C@H](C1)O)C=1C2=C(N=C(N1)Cl)C(=C(N=C2)Cl)F.C(C)(C)(C)NCCC(C(=O)N)=C